IC(C)(C)C iodotert-butane